ClC=1C=C(C=CC1)[C@@H](CO)NC(=O)C1=CN(C=C1)C1=NC(=NC=C1C)N[C@H]1COCC1 N-((S)-1-(3-chlorophenyl)-2-hydroxyethyl)-1-(5-methyl-2-(((R)-tetrahydrofuran-3-yl)amino)pyrimidin-4-yl)-1H-pyrrol-3-carboxamide